CN(C)C1=C2C3=C(C=CC=C3C=C1)C(=O)OC2=O (N,N-dimethylamino)-1,8-naphthalenedicarboxylic anhydride